(2S,3S,4R)-1-O-(α-D-galactosyl)-2-(N-octacosanoylamino)-1,3,4-nonanetriol [C@H]1([C@H](O)[C@@H](O)[C@@H](O)[C@H](O1)CO)OC[C@@H]([C@@H]([C@@H](CCCCC)O)O)NC(CCCCCCCCCCCCCCCCCCCCCCCCCCC)=O